tert-Butyl 4-(((1-methyl-3-(trifluoromethyl)-1H-pyrazol-5-yl)sulfonyl)methyl)piperidine-1-carboxylate CN1N=C(C=C1S(=O)(=O)CC1CCN(CC1)C(=O)OC(C)(C)C)C(F)(F)F